4-((4-((2-(5-(2-(ethyl(isopropyl)carbamoyl)-4-fluorophenoxy)pyrimidine-4-yl)-2,7-diazaspiro[3.5]nonan-7-yl)methyl)piperidin-1-yl)sulfonyl)-1,4-diazepane C(C)N(C(=O)C1=C(OC=2C(=NC=NC2)N2CC3(C2)CCN(CC3)CC3CCN(CC3)S(=O)(=O)N3CCNCCC3)C=CC(=C1)F)C(C)C